3-bromo-4,5-dihydroxybenzonitrile BrC=1C=C(C#N)C=C(C1O)O